2-(4-Fluoro-3-methoxy-5-methyl-phenylamino)-4-(2-oxo-2,3-dihydro-benzooxazol-5-ylamino)-pyrimidine-5-carboxylic acid methyl ester trifluoroacetate salt FC(C(=O)O)(F)F.COC(=O)C=1C(=NC(=NC1)NC1=CC(=C(C(=C1)C)F)OC)NC=1C=CC2=C(NC(O2)=O)C1